(E)- and (Z)-isoeugenol C=1(C(O)=CC=C(C=CC)C1)OC